C(C)SC1=CC=C(C=C1)C1=CC(=NC2=C(N=CC=C12)C1=CC=NN1C1OCCCC1)N1CCOCC1 4-[4-(ethylsulfanyl)phenyl]-2-(morpholin-4-yl)-8-[1-(tetrahydro-2H-pyran-2-yl)-1H-pyrazol-5-yl]-1,7-naphthyridine